ClC=1N=C(C2=C(N1)C(=CS2)C=O)N2[C@@H](COCC2)C (R)-2-chloro-4-(3-methylmorpholino)thieno[3,2-d]pyrimidine-7-carbaldehyde